2,8-dimethylquinoline-6-carboxylic acid CC1=NC2=C(C=C(C=C2C=C1)C(=O)O)C